OC1C2=C(SC(=C2)C(F)(F)F)[C@@]2(C[C@@H](N(CC2)C(=O)OC(C)(C)C)C)OC1 Tert-butyl (2'S,7R)-4-hydroxy-2'-methyl-2-(trifluoromethyl)spiro[4,5-dihydrothieno[2,3-c]pyran-7,4'-piperidine]-1'-carboxylate